FC1=C(C=CC(=C1)F)C1=NC(=NO1)C(=O)O 5-(2,4-difluoro-phenyl)-[1,2,4]oxadiazole-3-carboxylic acid